(3-(((4-(2-((6-(4H-1,2,4-triazol-4-yl)-1H-indazol-4-yl)oxy)ethoxy)butyl)amino)methyl)-5-fluorophenyl)methanol N=1N=CN(C1)C1=CC(=C2C=NNC2=C1)OCCOCCCCNCC=1C=C(C=C(C1)F)CO